4-(((1R,3r,5S)-8-azabicyclo[3.2.1]octan-3-yl)methyl)morpholine dihydrochloride Cl.Cl.[C@H]12CC(C[C@H](CC1)N2)CN2CCOCC2